COC=1C=CC2=C(C1)S(CC1=C2N(N=C1C(=O)N1CCOC2(CC2)C1)C1=CC=C(C=C1)CN1CCOCC1)(=O)=O (7-methoxy-1-(4-(morpholinomethyl)phenyl)-5,5-dioxido-1,4-dihydrothiochromeno[4,3-c]pyrazol-3-yl)(4-oxa-7-azaspiro[2.5]octan-7-yl)methanone